FC=1C=C(C(=O)Cl)C(=CN1)F 2,5-difluoroisonicotinic acid chloride